1-(5-((5-chloro-4-(3-cyclopropylpiperidin-1-yl)pyrimidin-2-yl)amino)pyridin-3-yl)pyrrolidin-2-one ClC=1C(=NC(=NC1)NC=1C=C(C=NC1)N1C(CCC1)=O)N1CC(CCC1)C1CC1